CN1N=CC(=C1)N[C@H]1CN(CCC1)C(=O)OC(C)(C)C Tert-butyl (3R)-3-[(1-methyl-1H-pyrazol-4-yl)amino]piperidine-1-carboxylate